C1(=CC=CC=C1)P(C1=CC=CC=C1)CC1=C(C=CC=C1)C1=C(C=CC=C1)CP(C1=CC=CC=C1)C1=CC=CC=C1 2,2'-bis-(diphenylphosphinomethyl)-1,1-biphenyl